Cl.Cl.NC=1C2=C(N=CN1)C(=CS2)C(=O)NC2=C1C=CN=C(C1=CC=C2C)NC2=C(C(=C(C=C2)O)Cl)F 4-amino-N-(1-((3-chloro-2-fluoro-4-hydroxyphenyl)amino)-6-methylisoquinolin-5-yl)thieno[3,2-d]pyrimidine-7-carboxamide dihydrochloride